trans-tert-butyl (((1r,4r)-4-formylcyclohexyl)methyl)carbamate C(=O)[C@@H]1CC[C@H](CC1)CNC(OC(C)(C)C)=O